COC1=CC=C(CN(C2=NC(=C(C(=N2)OC)CC=O)OC)CC2=CC=C(C=C2)OC)C=C1 {2-[bis-(4-methoxybenzyl)-amino]-4,6-dimethoxy-pyrimidin-5-yl}-acetaldehyde